(4-(2-(2,6-dimethylpyridin-4-yl)-3-isopropyl-1H-indol-5-yl)piperidin-1-yl)(3-methyloxetan-3-yl)methanone CC1=NC(=CC(=C1)C=1NC2=CC=C(C=C2C1C(C)C)C1CCN(CC1)C(=O)C1(COC1)C)C